ClC1=C(C(=C(C=C1)[N+](=O)[O-])Cl)F 1,3-Dichloro-2-fluoro-4-nitrobenzol